N-(3-aminopropyl)-4-[[3-[4-(difluoromethoxy)-2,3-difluoro-phenyl]imidazo[1,2-a]pyrazin-8-yl]amino]-2-ethyl-benzamide NCCCNC(C1=C(C=C(C=C1)NC=1C=2N(C=CN1)C(=CN2)C2=C(C(=C(C=C2)OC(F)F)F)F)CC)=O